CC1([C@H]2CN([C@@H]([C@@H]12)C(=O)N[C@H](C#C)CC(=O)N)C(=O)C1(CC1)C(F)(F)F)C (1R,2S,5S)-6,6-dimethyl-N-[(1S)-1-(2-amino-2-oxo-ethyl)prop-2-ynyl]-3-[1-(trifluoromethyl)cyclopropanecarbonyl]-3-azabicyclo[3.1.0]hexane-2-carboxamide